2-(1-isopropyl-4-oxopyrido[1',2':1,5]pyrazolo[3,4-d]pyridazin-3(4H)-yl)acetic acid C(C)(C)C=1C=2C(C(N(N1)CC(=O)O)=O)=NN1C2C=CC=C1